2-(2-cyano-2-(hydroxy imino) acetoxy)-2-methylpropane-1-sulfonate C(#N)C(C(=O)OC(CS(=O)(=O)[O-])(C)C)=NO